2-(3,4-dichlorophenoxy)-4-fluoroaniline ClC=1C=C(OC2=C(N)C=CC(=C2)F)C=CC1Cl